(R or S)-N-[2-(5-methyl-1H-pyrazol-1-yl)-3-{[(CIS)-4-phenylcyclohexyl]oxy}propyl]methane-sulfonamide CC1=CC=NN1[C@H](CNS(=O)(=O)C)CO[C@@H]1CC[C@@H](CC1)C1=CC=CC=C1 |o1:6|